2-(6-Fluoro-5-(4-fluoro-3-(1-(tetrahydro-2H-pyran-2-yl)-1H-pyrazol-3-yl)phenoxy)-1H-indol-4-yl)acetonitrile FC1=C(C(=C2C=CNC2=C1)CC#N)OC1=CC(=C(C=C1)F)C1=NN(C=C1)C1OCCCC1